2'-chloro-N-(5-(imidazo[1,2-a]pyridine-5-carbonyl)-5,6-dihydro-4H-pyrrolo[3,4-d]thiazol-2-yl)-5'-methoxy-6-methyl-[4,4'-bipyridine]-3-carboxamide ClC1=NC=C(C(=C1)C1=C(C=NC(=C1)C)C(=O)NC=1SC2=C(N1)CN(C2)C(=O)C2=CC=CC=1N2C=CN1)OC